ClC=1C(=NC(=NC1)NC1=C(C=C(C(=C1)CC)N1CCN(CC1)CCNC1=C2CN(C(C2=CC=C1)=O)C1C(NC(CC1)=O)=O)OC)NC=1C=C2N=CC=NC2=CC1 6-{[5-chloro-2-({4-[4-(2-{[2-(2,6-dioxopiperidin-3-yl)-1-oxo-2,3-dihydro-1H-isoindol-4-yl]amino}ethyl)piperazin-1-yl]-5-ethyl-2-methoxyphenyl}amino)pyrimidin-4-yl]amino}quinoxaline